4-((3-(dibutylcarbamoyl)-2-methoxyphenyl)amino)-N-methylnicotinamide C(CCC)N(C(=O)C=1C(=C(C=CC1)NC1=CC=NC=C1C(=O)NC)OC)CCCC